C(C)OC(=O)C=1C(=NOC1C1CC1)C1=C(C=CC=C1)C 5-cyclopropyl-3-(2-methylphenyl)-1,2-oxazole-4-carboxylic acid ethyl ester